FC(CNCC=1N=C2N(C(C1)=O)C=CC=C2)F (((2,2-difluoroethyl)amino)methyl)-4H-pyrido[1,2-a]pyrimidin-4-one